C(C)(C)(C)OC(=O)N(C(OC(C)(C)C)=O)C=1C=NC(=C(C1)C(F)(F)F)C1OCCC1 Tert-butyl N-tert-butoxycarbonyl-N-[6-tetrahydrofuran-2-yl-5-(trifluoromethyl)-3-pyridyl]carbamate